C1(CC1)S(=O)(=O)NC=1SC=C(N1)CNC(=O)C1=NC=C(C=C1)C1=CC=CC=C1 N-((2-(cyclopropanesulfonylamino)thiazol-4-yl)methyl)-5-phenylpyridinecarboxamide